1,1-dimethoxy-N,N-dimethylethan-1-amine COC(C)(N(C)C)OC